NC1=CC2=CC(N=C2C=C1OC)C1CCC(CC1)(O)CCNC(OCC1=CC=CC=C1)=O benzyl (((1S,4S)-4-(5-amino-6-methoxy-2H-indol-2-yl)-1-hydroxycyclohexylmethyl)methyl)carbamate